(2S,4R)-N-((R)-1-(2'-fluoro-[1,1'-biphenyl]-4-yl)-2-hydroxyethyl)-4-hydroxypyrrolidine-2-carboxamide FC1=C(C=CC=C1)C1=CC=C(C=C1)[C@H](CO)NC(=O)[C@H]1NC[C@@H](C1)O